2,5-Dimethyl-2,5-bis(t-butylperoxy)-hexyn CC(C)(C#CC(C)(OOC(C)(C)C)C)OOC(C)(C)C